N-(5-(2-((1R,4S)-2-azabicyclo[2.2.1]heptan-2-yl)acetamido)-2-methylpyridin-3-yl)-6-chloropyrazolo[1,5-a]pyrazine-3-carboxamide [C@@H]12N(C[C@@H](CC1)C2)CC(=O)NC=2C=C(C(=NC2)C)NC(=O)C=2C=NN1C2C=NC(=C1)Cl